(S)-1'-(6-bromo-1,2,4-triazin-3-yl)-1,3-dihydrospiro[inden-2,4'-piperidin]-1-amine BrC1=CN=C(N=N1)N1CCC2(CC1)[C@@H](C1=CC=CC=C1C2)N